1-(oxan-2-yl)pyrazolo[3,4-c]pyridine-4-carboxylic acid O1C(CCCC1)N1N=CC2=C1C=NC=C2C(=O)O